4-(3-(bicyclo[2.2.1]heptan-2-yl)phenyl)-6-chloro-2-phenylpyrimidine C12C(CC(CC1)C2)C=2C=C(C=CC2)C2=NC(=NC(=C2)Cl)C2=CC=CC=C2